3-(4-hydroxybenzyl)-5-methylbenzoxazol-2-one OC1=CC=C(CN2C(OC3=C2C=C(C=C3)C)=O)C=C1